ClC1=C(C2=C(C3=C(N=C(N(C3=O)CC(=O)O)C3=C(C=C(C=C3)OC)C3CC3)S2)C=C1)O 2-(7-chloro-2-(2-cyclopropyl-4-methoxyphenyl)-8-hydroxy-4-oxobenzo[4,5]thieno[2,3-d]pyrimidin-3(4H)-yl)acetic acid